5-(4-(2-isobutyl-2,7-diazaspiro[3.5]nonan-7-yl)phenyl)-3-methyl-2-(4-(methylsulfonyl)phenyl)-3H-imidazo[4,5-b]pyridine C(C(C)C)N1CC2(C1)CCN(CC2)C2=CC=C(C=C2)C2=CC=C1C(=N2)N(C(=N1)C1=CC=C(C=C1)S(=O)(=O)C)C